methyl-5-(1-(dicyclohexylmethyl)-5-(3,5-dimethylisoxazol-4-yl)-1H-pyrrolo[2,3-b]pyridin-3-yl)-6-ethoxy-4-methylpyridinecarboxylic acid CC=1C(=NC(=C(C1C)C1=CN(C2=NC=C(C=C21)C=2C(=NOC2C)C)C(C2CCCCC2)C2CCCCC2)OCC)C(=O)O